ethyl 3-(6-(allyloxy)-2,3-dichlorophenyl)-4-nitrobutanoate C(C=C)OC1=CC=C(C(=C1C(CC(=O)OCC)C[N+](=O)[O-])Cl)Cl